FC(C1=CC(=CN=N1)NC(=O)N1CC(C=2C=3N(N=CC21)C=C(N3)C)(C(F)(F)F)C)F N-(6-(difluoromethyl)pyridazine-4-yl)-2,9-dimethyl-9-(trifluoromethyl)-8,9-dihydro-7H-imidazo[1,2-b]Pyrrolo[3,2-d]Pyridazine-7-carboxamide